5-chloro-N-(4-nitrophenyl)-2-[4-[2-(1-piperidinyl)ethoxy]benzyloxy]benzamide zinc maleate C(\C=C/C(=O)[O-])(=O)[O-].[Zn+2].ClC=1C=CC(=C(C(=O)NC2=CC=C(C=C2)[N+](=O)[O-])C1)OCC1=CC=C(C=C1)OCCN1CCCCC1